FC1=CC=C(CC=2C=C3C=C(C=CN3C(C2)=O)N2C(OC3=C2C=CC=C3)=O)C=C1 3-(2-(4-fluorobenzyl)-4-oxo-4H-quinolizin-8-yl)benzo[d]oxazol-2(3H)-one